CC1(CNC(C2=CC=C(C=C12)C1=CNC2=NC=C(C=C21)NC(=O)C2CCN(CC2)C)=O)C N-(3-(4,4-dimethyl-1-oxo-1,2,3,4-tetrahydroisoquinolin-6-yl)-1H-pyrrolo[2,3-b]pyridin-5-yl)-1-methylpiperidine-4-carboxamide